5-chloro-2-[[6-chloro-3-(1H-pyrazol-4-yl)-4-quinolyl]amino]benzoic acid ClC=1C=CC(=C(C(=O)O)C1)NC1=C(C=NC2=CC=C(C=C12)Cl)C=1C=NNC1